4-aminocyclohexan-1-one hydrochloride Cl.NC1CCC(CC1)=O